4-bromo-1-iodo-2-[(prop-2-yl)oxy]benzene BrC1=CC(=C(C=C1)I)OC(C)C